NC1=NC(=NC=N1)C=1C=C(C=C(C1)Cl)[C@H]1N(CC(OC1)(C)C)C(C=C)=O (R)-1-(5-(3-(4-amino-1,3,5-triazin-2-yl)-5-chlorophenyl)-2,2-dimethylmorpholino)prop-2-en-1-one